methyl (S)-2-((7-chloro-2-(4-(chlorosulfonyl)-2,6-difluorophenyl)imidazo[1,2-a]pyridin-3-yl)methyl)morpholine-4-carboxylate ClC1=CC=2N(C=C1)C(=C(N2)C2=C(C=C(C=C2F)S(=O)(=O)Cl)F)C[C@H]2CN(CCO2)C(=O)OC